C(#N)N1NN=C(C(=N1)C1=CC=C(C=C1)I)C#N 3,6-dicyano-5-(4-iodophenyl)-1,2,4-triazazine